Cl.CC1CCNCC1 (E)-4-methylpiperidine hydrochloride